NC1=C(C=CC(=C1)NCC1=CC=C(C=C1)O)NC([C@@H]([C@@H](CCCC)F)F)=O (2S,3R)-N-(2-Amino-4-((4-hydroxybenzyl)amino)phenyl)-2,3-difluoroheptanamid